2-(3-(6-(2-hydroxyphenyl)pyridin-2-yl)phenyl)-4,6-diphenylpyrimidine OC1=C(C=CC=C1)C1=CC=CC(=N1)C=1C=C(C=CC1)C1=NC(=CC(=N1)C1=CC=CC=C1)C1=CC=CC=C1